1,3,5-tris(dimethylsilyl)benzene diethyl-phthalate (DIETHYL-PHTHALATE) C(C)C=1C(=C(C(C(=O)O)=CC1)C(=O)O)CC.C(C)OC(C=1C(C(=O)OCC)=CC=CC1)=O.C[SiH](C1=CC(=CC(=C1)[SiH](C)C)[SiH](C)C)C